C[SiH2]C1=CC=CC2=CC=CC=C12 Methyl-(naphthyl)silane